C1(CC1)[C@H](O)C=1C=C2N(N1)[C@H](C[C@H]2F)C2=CC=CC=C2 |&1:10,12| (S)-cyclopropyl-[rac-(4r,6r)-4-fluoro-6-phenyl-5,6-dihydro-4H-pyrrolo[1,2-b]pyrazol-2-yl]methanol